CC1=NNC=C1C(=O)N[C@@H]1CCC2=CC(=CC=C12)C1=NOC(=N1)C([2H])([2H])[2H] (R)-3-methyl-N-(5-(5-(methyl-d3)-1,2,4-oxadiazol-3-yl)-2,3-dihydro-1H-inden-1-yl)-1H-pyrazole-4-carboxamide